FC=1C=C(C=CC1C1(COC1)N([S@](=O)C(C)(C)C)COCC[Si](C)(C)C)CC(=O)OCC |r| 2-(±)-Ethyl 2-(3-fluoro-4-(3-(2-methyl-N-((2-(trimethylsilyl)ethoxy)methyl)propan-2-ylsulfinamido) oxetan-3-yl)phenyl)acetate